ONC(=O)[C@@H]1N(CCC1)C(CC1=CC=C(C=C1)C=1C=NC=NC1)=O (R)-N-hydroxy-1-(2-(4-(pyrimidin-5-yl)phenyl)acetyl)pyrrolidine-2-carboxamide